Dimethyl 2-((5-amino-7-methoxy-[1,2,4]triazolo[1,5-c]quinazolin-2-yl)methyl)-2-methylmalonate NC1=NC=2C(=CC=CC2C=2N1N=C(N2)CC(C(=O)OC)(C(=O)OC)C)OC